((S)-1-(4-fluorophenyl)-3,4-dihydroisoquinolin-2(1H)-yl)((4aR,7R,8aS)-4-isopropyloctahydro-2H-pyrano[3,4-b]pyrazin-7-yl)methanone FC1=CC=C(C=C1)[C@@H]1N(CCC2=CC=CC=C12)C(=O)[C@H]1C[C@H]2[C@@H](N(CCN2)C(C)C)CO1